ClC1=CC(=C(COC2=NC=3CN(CCC3C=C2NC)C(=O)OC(C)(C)C)C=C1)F tert-butyl 2-((4-chloro-2-fluorobenzyl)oxy)-3-(methylamino)-5,8-dihydro-1,7-naphthyridine-7(6H)-carboxylate